4-chloro-2-fluoro-N-(6-(piperidin-4-ylidenemethyl)pyridin-2-yl)benzamide ClC1=CC(=C(C(=O)NC2=NC(=CC=C2)C=C2CCNCC2)C=C1)F